O=C1NC(CCC1N1C(C2=CC(=CC(=C2C1)C1CCN(CC1)CCNC(OC(C)(C)C)=O)F)=O)=O tert-butyl (2-(4-(2-(2,6-dioxopiperidin-3-yl)-6-fluoro-1-oxoisoindolin-4-yl)-piperidin-1-yl)ethyl)carbamate